[Si](C1=CC=CC=C1)(C1=CC=CC=C1)(C(C)(C)C)OCCC(=O)N(C)CC1=C(C=CC(=C1)[N+](=O)[O-])F 3-[(tert-butyldiphenylsilyl)oxy]-N-[(2-fluoro-5-nitrophenyl)methyl]-N-methylpropanamide